5-(2-chloro-6,8-difluoro-5-methoxyquinazolin-4-yl)-N-isopropyl-5,6,7,8-tetrahydro-4H-pyrazolo[1,5-a][1,4]diazepine-2-carboxamide ClC1=NC2=C(C=C(C(=C2C(=N1)N1CC=2N(CCC1)N=C(C2)C(=O)NC(C)C)OC)F)F